C1(CCCCC1)C[C@@H](C(=O)NC(C(=O)O)CC1C(NC2(C1)CCN(CC2)C(C(C)C)=O)=O)NC(=O)C=2NC1=CC=CC=C1C2 2-((S)-3-Cyclohexyl-2-(1H-indole-2-carboxamido)propanamido)-3-(8-isobutyryl-2-oxo-1,8-diazaspiro[4.5]decan-3-yl)propanoic acid